6-chloro-1-(2,2,2-trifluoroethyl)-1H-pyrazolo[4,3-c]pyridin-3-amine ClC1=CC2=C(C=N1)C(=NN2CC(F)(F)F)N